NC=1NC2=CC(=CC=C2C1C(N)=O)C(=O)OC methyl 2-amino-3-carbamoyl-1H-indole-6-carboxylate